ClC=1C=CC(=C(C1)C1=C(C(=CC=C1)C[C@@H]1N(C[C@@H]([C@@H]1NS(=O)(=O)C)F)C(C(C)(C)O)=O)F)F N-[(2S,3R,4S)-2-[(5'-chloro-2,2'-difluoro[1,1'-biphenyl]-3-yl)methyl]-4-fluoro-1-(2-hydroxy-2-methylpropanoyl)pyrrolidin-3-yl]methanesulfonamide